COC1=C(C(=O)O)C(=CC(=C1)OC)OCC1=CC=C(C=C1)C 2,4-dimethoxy-6-[(4-methylbenzyl)oxy]benzoic acid